4-(6-((3-bromo-2-methylbenzyl)oxy)-1H-benzo[des]isoquinolin-2(3H)-yl)cyclohexane BrC=1C(=C(COC2=C3CC4=C(CN(CC4=C2)C2CCCCC2)C=C3)C=CC1)C